C(=O)(C=C)N1C(CCC1=O)=O N-acrylsuccinimide